CC1=C(C2=C(N=CN=C2NC2(CC2)C)O1)C(=O)NCC1=NC=C(C=N1)C 6-methyl-4-[(1-methylcyclopropyl)amino]-N-[(5-methylpyrimidin-2-yl)methyl]furo[2,3-d]pyrimidine-5-carboxamide